tert-butyl N-[[5-[(1R)-1-[(2S,4R)-4-hydroxy-2-[[(1S)-1-[4-(4-methylthiazol-5-yl)phenyl]ethyl]carbamoyl]pyrrolidine-1-carbonyl]-2-methyl-propyl]isoxazol-3-yl]methyl]carbamate O[C@@H]1C[C@H](N(C1)C(=O)[C@H](C(C)C)C1=CC(=NO1)CNC(OC(C)(C)C)=O)C(N[C@@H](C)C1=CC=C(C=C1)C1=C(N=CS1)C)=O